CC(C)(C)OC(=O)N1C=C(C=2C1=NC(=CC2)C#N)I 6-cyano-3-iodopyrrolo[2,3-b]pyridine-1-carboxylic acid-2-methylpropan-2-yl ester